tert-butyl 6-amino-3-{2-chloro-6-fluoro-3-[N-(propane-1-sulfonyl) propane-1-sulfonylamino] phenoxy}-2-methylbenzoate NC1=CC=C(C(=C1C(=O)OC(C)(C)C)C)OC1=C(C(=CC=C1F)NS(=O)(=O)CCCS(=O)(=O)CCC)Cl